3-azabicyclo[3.1.1]heptane-6-carboxylate C12CNCC(C1C(=O)[O-])C2